tert-butyl 2-[2-[2-chloro-6-cyano-4-[1-methyl-1-[4-[(2-methylsulfanylpyrimidin-4-yl)methoxy]phenyl]ethyl]phenoxy]ethoxy]acetate ClC1=C(OCCOCC(=O)OC(C)(C)C)C(=CC(=C1)C(C)(C1=CC=C(C=C1)OCC1=NC(=NC=C1)SC)C)C#N